[Na].C(CC)ONNC(=O)N=N Propoxycarbazon natrium